2-(3-((2-(7-Bromobenzofuran-5-yl-2,3-d2)-2-oxoethyl)(methyl)amino)-2-(methoxymethoxy)phenyl)acetic acid ethyl ester C(C)OC(CC1=C(C(=CC=C1)N(C)CC(=O)C=1C=C(C2=C(C(=C(O2)[2H])[2H])C1)Br)OCOC)=O